ClC=1C=C(NC2=NC=CC=C2C(=O)OCC)C=C(C1OCC\C=C\CCOC1=C(C=C(C=C1Cl)CCC(=O)OC)Cl)Cl ethyl 2-[3,5-dichloro-4-[(E)-6-[2,6-dichloro-4-(3-methoxy-3-oxopropyl)phenoxy]hex-3-enoxy]anilino]pyridine-3-carboxylate